C(CCC)=O butaneAldehyde